2-(4-(4-amino-5-(3-methoxy-4-((4-(trifluoromethyl)-1H-pyrazol-1-yl)methyl)phenyl)pyrrolo[2,1-F][1,2,4]triazin-7-yl)-1H-pyrazol-1-yl)ethan-1-ol NC1=NC=NN2C1=C(C=C2C=2C=NN(C2)CCO)C2=CC(=C(C=C2)CN2N=CC(=C2)C(F)(F)F)OC